O=C(OCC1=CC=CC=C1)NCCCC[C@H](NC(N[C@@H](CCC(=O)OC(C)(C)C)C(=O)OC(C)(C)C)=O)C(=O)OC(C)(C)C tri-tert-butyl (9S,13S)-3,11-dioxo-1-phenyl-2-oxa-4,10,12-triazapentadecane-9,13,15-tricarboxylate